CC1=C(C=C(C=C1)NC(=O)N(C)C)NC(=O)N(C)C N,N''-(4-methyl-m-phenylene)bis[N',N'-dimethylurea]